7-chloro-5,11-dihydro-dibenzo[b,e][1,4]oxazepine ClC1=CC2=C(OCC3=C(N2)C=CC=C3)C=C1